O1C(=CC2=C1C=CC=C2)C=2C=CC(=NC2)S(=O)(=O)NCC2C1(C(NC(N1)=O)=O)CCC2 5-(Benzofuran-2-yl)-N-((2,4-dioxo-1,3-diazaspiro[4.4]nonane-6-yl)methyl)pyridine-2-sulfonamide